ClC1=C2C[C@@H]([C@H](C2=CC(=C1)Cl)OC1=CC=CC=C1)N1[C@H](CCCC1)C (4-[[(1S,2S)-4,6-Dichloro-2-[(2S)-2-methylpiperidin-1-yl]-2,3-dihydro-1H-inden-1-yl]oxy])benzene